ClC1=CC=C(C=C1)N1C2=NC(=NC(=C2N=C1C1=CC=C(C=C1)C#N)N1CCC(CC1)(C(=O)N)C)OCC(C)(C)O 1-[9-(4-chlorophenyl)-8-(4-cyanophenyl)-2-(2-hydroxy-2-methyl-propoxy)purin-6-yl]-4-methyl-piperidine-4-carboxamide